N-((7-(5-(difluoromethyl)-1,3,4-oxadiazol-2-yl)imidazo[1,2-a]pyridin-2-yl)methyl)-4-(oxetan-3-yl)-N-phenylpiperazine-1-carboxamide FC(C1=NN=C(O1)C1=CC=2N(C=C1)C=C(N2)CN(C(=O)N2CCN(CC2)C2COC2)C2=CC=CC=C2)F